2-(1H-imidazol-1-yl)benzaldehyde N1(C=NC=C1)C1=C(C=O)C=CC=C1